4-[(4-{3-(cyanomethyl)-3-[4-(7H-pyrrolo[2,3-d]pyrimidin-4-yl)-1H-pyrazol-1-yl]azetidin-1-yl}piperidin-1-yl)carbonyl]-3,5-difluorobenzonitrile C(#N)CC1(CN(C1)C1CCN(CC1)C(=O)C1=C(C=C(C#N)C=C1F)F)N1N=CC(=C1)C=1C2=C(N=CN1)NC=C2